methyl (E)-3-methoxy-2-methylacrylate CO/C=C(/C(=O)OC)\C